1-cyclopentyl-3-cyclopropyl-1,3-propanedione C1(CCCC1)C(CC(=O)C1CC1)=O